C(#N)C=1C=C(C(=C(C1)NC(C1=C(C=C(C=C1)I)N1CCC2(CC2)CC1)=O)C)N1CCC(CC1)(F)F N-(5-cyano-3-(4,4-difluoropiperidin-1-yl)-2-methylphenyl)-4-iodo-2-(6-azaspiro[2.5]oct-6-yl)benzamide